4-amino-7-{[1-(2-fluorophenyl)-1H-pyrazol-4-yl]methyl}-5-[2-(trifluoromethyl)pyrimidin-5-yl]-7H-pyrrolo[2,3-d]pyrimidine-6-carbonitrile NC=1C2=C(N=CN1)N(C(=C2C=2C=NC(=NC2)C(F)(F)F)C#N)CC=2C=NN(C2)C2=C(C=CC=C2)F